3-Trifluoromethanesulfonyloxy-2,5-dihydro-pyrrole-1-carboxylic acid tert-butyl ester C(C)(C)(C)OC(=O)N1CC(=CC1)OS(=O)(=O)C(F)(F)F